N-(3-chloro-5-(methylsulfonylamino)phenyl)-5-(5-(3,3-difluoropiperidin-1-yl)-3-fluoropyridin-2-yl)-1-methyl-1H-pyrrole-3-carboxamide ClC=1C=C(C=C(C1)NS(=O)(=O)C)NC(=O)C1=CN(C(=C1)C1=NC=C(C=C1F)N1CC(CCC1)(F)F)C